CC1(C(C1)C(=O)O)C(=O)O 1-methylcyclopropane-1,2-dicarboxylic acid